benzyloxy-N-(2,4-difluorobenzyl)-3-methyl-6-methylene-1,11-dioxo-1,4,5,6,7,11-hexahydro-3H-2,7-methanopyrido[1,2-a][1,4]diazonine-10-carboxamide C(C1=CC=CC=C1)OC1(N2C(C=3N(C(C(CC1)=C)C2)C=C(C(C3)=O)C(=O)NCC3=C(C=C(C=C3)F)F)=O)C